((1R,2R)-2-(4-Bromo-6-chloro-1-(tetrahydro-2H-pyran-2-yl)-1H-indazol-5-yl)cyclopropyl)ethyl methanesulfonate CS(=O)(=O)OCC[C@@H]1[C@@H](C1)C=1C(=C2C=NN(C2=CC1Cl)C1OCCCC1)Br